tetraethylammonium mesylate S(C)(=O)(=O)[O-].C(C)[N+](CC)(CC)CC